S1C2=C(C=C1)C(=CC=C2)N2CCN(CC2)CCCCOC2=CC=C1CCC(N(C1=C2)COC(C2=CN=CC=C2)=O)=O nicotinic acid 7-[4-(4-benzo[b]thiophen-4-ylpiperazin-1-yl)butoxy]-2-oxo-3,4-dihydro-2H-quinolin-1-ylmethyl ester